N-(4-cyclobutyl-1-methyl-5-(1-(trifluoromethyl)cyclobutyl)-1H-pyrazol-3-yl)-2-(1-(trifluoromethyl)cyclopropyl)acetamide C1(CCC1)C=1C(=NN(C1C1(CCC1)C(F)(F)F)C)NC(CC1(CC1)C(F)(F)F)=O